trimethyl-γ-aminobutyric acid CC(C(C(=O)O)(C)C)CN